2-(2-(pyrazolo[1,5-a]pyrazine-3-carbonyl)-2-azaspiro[3.3]heptan-6-yl)-N-(3-(trifluoromethyl)phenyl)acetamide N1=CC(=C2N1C=CN=C2)C(=O)N2CC1(C2)CC(C1)CC(=O)NC1=CC(=CC=C1)C(F)(F)F